C(C)(C)(C)[Si](F)(C1=CC=C(C=C1)CO[Si](C)(C)C(C)(C)C)C(C)(C)C di-tert-butyl-[4-[[tert-butyl(dimethyl)silyl]oxymethyl]phenyl]-fluoro-silane